C(C)NC(=O)C=1C=C2C(C=C(NC2=CC1)C1=CC(=CC=C1)F)=O N-ethyl-2-(3-fluorophenyl)-4-oxo-1,4-dihydroquinoline-6-carboxamide